F\C(=C/C1=CC=C(C(=C1N1C[C@@H](CCC1)CNC(OC(C)(C)C)=O)C(F)(F)F)OC1=C(C=CC=C1)F)\B1OC(C(O1)(C)C)(C)C tert-butyl (S,Z)-((1-(6-(2-fluoro-2-(4,4,5,5-tetramethyl-1,3,2-dioxaborolan-2-yl)vinyl)-3-(2-fluorophenoxy)-2-(trifluoromethyl)phenyl)piperidin-3-yl)methyl)carbamate